ClC=1C=C(C=C(C1OC=1C(=C2C3(C(NC2=CC1)=O)CC3)Cl)Cl)N3N=C(C(NC3=O)=O)C(=O)O 2-(3,5-dichloro-4-((4'-chloro-2'-oxospiro[cyclopropane-1,3'-indolin]-5'-yl)oxy)phenyl)-3,5-dioxo-2,3,4,5-tetrahydro-1,2,4-triazine-6-carboxylic acid